benzyl N-[(2S)-2-fluoro-3-[3-[3-(hydroxymethyl)phenyl]-1-tetrahydropyran-2-yl-indazol-5-yl]oxy-propyl]carbamate F[C@@H](CNC(OCC1=CC=CC=C1)=O)COC=1C=C2C(=NN(C2=CC1)C1OCCCC1)C1=CC(=CC=C1)CO